2,6-Dimethyldotriacontane CC(C)CCCC(CCCCCCCCCCCCCCCCCCCCCCCCCC)C